(4-{[2-(tetrahydro-1H-pyrrol-1-yl)ethyl]amino}-7H-pyrrolo[2,3-d]pyrimidin-5-yl)methanone N1(CCCC1)CCNC=1C2=C(N=CN1)NC=C2C=O